N1N=CC(=C1)C1=CC2=C(N=C(S2)NC2=NC=CC(=C2)CN2CCN(CC2)C(COC)=O)C=C1 1-(4-((2-((6-(1H-pyrazol-4-yl)benzo[d]thiazol-2-yl)amino)pyridin-4-yl)methyl)piperazin-1-yl)-2-methoxyethanone